N-((r-butoxycarbonyl)-L-alanyl)-N-methyl-L-leucine C(CCC)OC(=O)N[C@@H](C)C(=O)N([C@@H](CC(C)C)C(=O)O)C